BrC1=CC=CC(=N1)C1=NN(C2=CN=C(C=C21)C2=C(C=CC=C2OC)F)COCC[Si](C)(C)C (6-bromopyridin-2-yl)-5-(2-fluoro-6-methoxyphenyl)-1-((2-(trimethylsilyl)ethoxy)methyl)-1H-pyrazolo[3,4-c]pyridine